CC=1N=CSC1C=C 4-methyl-(5-vinyl)thiazole